NC=1C(=NC=C(N1)N1CCC(CC1)(C)N)C=1C(=C(C=CC1)N1CCN(CC1)CC1=CC=C(N=N1)N1C(NC(CC1)=O)=O)Cl 1-(6-((4-(3-(3-amino-5-(4-amino-4-methylpiperidin-1-yl)pyrazin-2-yl)-2-chlorophenyl)piperazin-1-yl)methyl)pyridazin-3-yl)dihydropyrimidine-2,4(1H,3H)-dione